2-oxo-2,3-dihydro-1H-benzo[d]imidazole-4-carboxylic acid O=C1NC2=C(N1)C=CC=C2C(=O)O